tert-butyl 4-(3-(4-(2-(2,6-dioxopiperidin-3-yl)-1,3-dioxoisoindolin-5-yl)piperazin-1-yl)propyl)piperidine-1-carboxylate O=C1NC(CCC1N1C(C2=CC=C(C=C2C1=O)N1CCN(CC1)CCCC1CCN(CC1)C(=O)OC(C)(C)C)=O)=O